The molecule is a zwitterion resulting from the transfer of a proton from the carboxy group to the nitrogen of the imino tautomer of 7-chloro-alpha,beta-didehydrotryptophan. It is a conjugate acid of a 2-imino-3-(7-chloroindol-3-yl)propionate(1-). It is a tautomer of a 7-chloro-alpha,beta-didehydrotryptophan. C1=CC2=C(C(=C1)Cl)NC=C2CC(=N)C(=O)O